C(#N)CN1N=C(C(=C1)C1=CN=C2N1C=CN=C2NC2=CC(=C(C(=O)NCCOCCNC(OC(C)(C)C)=O)C=C2)CC)SC tert-butyl (2-(2-(4-((3-(1-(cyanomethyl)-3-(methylthio)-1H-pyrazol-4-yl)imidazo[1,2-a]pyrazin-8-yl)amino)-2-ethylbenzamido)ethoxy)ethyl)carbamate